ClC1=C(C(=NC2=CC(=C(C=C12)NC(C)=O)OCC)C(C)C)C#N N-(4-chloro-3-cyano-7-ethoxy-2-isopropylquinolin-6-yl)acetamide